OC1=C(OC=CC1=O)\C=C\C1=C(C=CC=C1)F (E)-3-hydroxy-2-(2-fluorostyryl)-4H-pyran-4-one